C(C)(C)(C)OC(=O)N1CCN(CC1)C1=C(C=C(C=C1)N1C(NC(CC1)=O)=O)F 4-(4-(2,4-Dioxotetrahydropyrimidin-1(2H)-yl)-2-fluorophenyl)piperazine-1-carboxylic acid tert-butyl ester